C(C=CC=C)#N pentadienenitrile